C[Si](N(C(=O)N(C)C)C)(OC)OC methyldimethoxy(N,N',N'-trimethylureido)silane